C(C)(C)(C)N1N=C(C(=C1NC1=CC(=NC=C1)OCCCCCCCCCCCCCC(=O)OC(C)(C)C)C#N)C1=CC=C(C=C1)NS(=O)(=O)CC tert-butyl 14-[(4-{[1-tert-butyl-4-cyano-3-(4-ethanesulfonamidophenyl)-1H-pyrazol-5-yl]amino}pyridin-2-yl)oxy]tetradecanoate